N(N)C=1SC=C(N1)C1=CC=C(C=C1)OC hydrazino-4-(4'-methoxyphenyl)thiazole